2,7-dimethyl-2,4,6-octatriene CC(C)=CC=CC=C(C)C